COC=1C=C(C(=O)NC=2C=CC=C3C=CC=NC23)C=CC1 3-Methoxy-N-(quinolin-8-yl)benzamide